C(#N)N1[C@H]2[C@@H](C[C@@H]1CC2)NC(C2=C(C=C(C(=C2)F)NC2=NC=CC(=N2)C2CC2)F)=O N-((1R,2R,4S)-7-cyano-7-azabicyclo[2.2.1]heptan-2-yl)-4-((4-cyclopropyl-2-pyrimidinyl)amino)-2,5-difluorobenzamide